8-(6-cyclopropylpyridin-3-yl)-6-(4-methoxyphenyl)-2-((2,2,2-trifluoroethyl)amino)pyrido[4,3-d]pyrimidin C1(CC1)C1=CC=C(C=N1)C1=CN(CC2=C1N=C(N=C2)NCC(F)(F)F)C2=CC=C(C=C2)OC